ClC=1C=C(C(=O)N(C)C(C)C2=NNC(C3=CC(=C(C=C23)F)F)=O)C=CC1F 3-Chloro-N-(1-(6,7-difluoro-4-oxo-3,4-dihydrophthalazin-1-yl)ethyl)-4-fluoro-N-methylbenzamide